C(CCCCCCCCCCCCCCC)[N+](CC1=CC=CC=C1)(C)C N-hexadecyl-N,N-dimethyl-benzenemethanaminium